(S)-3-chloro-4-(2,3-dihydro-1H-inden-1-ylamino)-N-(1,2,4-thiadiazol-5-yl)benzenesulfonamide ClC=1C=C(C=CC1N[C@H]1CCC2=CC=CC=C12)S(=O)(=O)NC1=NC=NS1